C(CC)OC(CCCCCN(CCCCCCCCC)CCC1CCN(CC1)C(CN(CCCCCCCCC)CCN(CCCCCCCCC)CCCCCCCCC)=O)=O propyl-6-((2-(1-(N-(2-(dinonylamino)ethyl)-N-nonylglycyl)piperidin-4-yl)ethyl)(nonyl)amino)hexanoate